(1S,2R,6S)-6-((S)-5-Chloro-6-fluoro-2-phenyl-2-((S)-pyrrolidin-2-yl)-2,3-dihydrobenzofuran-4-yl)-7-fluoro-1-hydroxy-N,2-dimethyl-2,3-dihydro-1H-indene-5-carboxamide ClC=1C(=CC2=C(C[C@@](O2)([C@H]2NCCC2)C2=CC=CC=C2)C1C1=C(C=C2C[C@H]([C@@H](C2=C1F)O)C)C(=O)NC)F